4-(difluoromethyl)-2-methyl-N-[4'-(trifluoromethyl)biphenyl-2-yl]-1,3-thiazole-5-carboxamide FC(C=1N=C(SC1C(=O)NC1=C(C=CC=C1)C1=CC=C(C=C1)C(F)(F)F)C)F